1-((2R,3R,4R,5S)-3,4-dihydroxy-5-(hydroxymethyl)tetrahydrofuran-2-yl)-5-methylpyrimidine-2,4(1H,3H)-dione O[C@H]1[C@@H](O[C@H]([C@@H]1O)CO)N1C(NC(C(=C1)C)=O)=O